CN1N=CC=2C1=NC(=CC2N2CC1=C(CC2)N(N=C1C)CC12CCC(CC1)(CC2)NS(=O)(=O)C)C N-(4-((5-(1,6-dimethyl-1H-pyrazolo[3,4-b]pyridin-4-yl)-3-methyl-4,5,6,7-tetrahydro-1H-pyrazolo[4,3-c]pyridin-1-yl)methyl)bicyclo[2.2.2]octan-1-yl)methanesulfonamide